1,3-bis({[1-(3-chlorophenyl)-1H-1,2,3,4-tetrazol-5-yl]methyl})urea ClC=1C=C(C=CC1)N1N=NN=C1CNC(=O)NCC1=NN=NN1C1=CC(=CC=C1)Cl